P(=O)(OC(CCl)C)(OC(CCl)C)OCCCCl bis(2-chloro-1-methylethyl) 3-chloropropyl phosphate